3,6-diamino-5-nitropyridine NC=1C=NC(=C(C1)[N+](=O)[O-])N